2-(2-furyl)pyrazolo[1,5-a]Pyrimidine-5-carboxylic acid O1C(=CC=C1)C1=NN2C(N=C(C=C2)C(=O)O)=C1